((1R,2S,4S)-4-(2-amino-6-oxo-1H-purin-9(6H)-yl)-2-(isobutyryloxy)-3-methylenecyclopentyl)methyl isobutyrate C(C(C)C)(=O)OC[C@@H]1[C@@H](C([C@H](C1)N1C=2N=C(NC(C2N=C1)=O)N)=C)OC(C(C)C)=O